N-(5-bromo-1H-pyrrolo[3,2-b]pyridin-3-yl)-5-[4-(methylsulfonyl)phenoxy]-1H-benzo[d]imidazol-2-amine BrC1=CC=C2C(=N1)C(=CN2)NC2=NC1=C(N2)C=CC(=C1)OC1=CC=C(C=C1)S(=O)(=O)C